N-(3-(N-cyclopropylsulfamoyl)phenyl)-N-((4-(5-(1,1-difluoroethyl)-1,2,4-oxadiazol-3-yl)bicyclo[2.2.2]octan-1-yl)methyl)-4,4-difluorocyclohexane-1-carboxamide C1(CC1)NS(=O)(=O)C=1C=C(C=CC1)N(C(=O)C1CCC(CC1)(F)F)CC12CCC(CC1)(CC2)C2=NOC(=N2)C(C)(F)F